OC=1C=C(C=C(C1)O)CC(=O)OCC(CCCCCCCCCCCCCCCC)CC 2-ethyloctadecyl 3,5-dihydroxyphenylacetate